COC1=C(CCN2C[C@@H]3[C@@H](N4C5=C(C=CC=C35)SCCC4)CC2)C=CC=C1 (8aS,12aR)-11-(2-methoxyphenethyl)-6,7,8a,9,10,11,12,12a-octahydro-5H-pyrido[4,3-b][1,4]thiazepino[2,3,4-hi]indole